2-(6-hydroxyhexyl)isoindole-1,3-dione OCCCCCCN1C(C2=CC=CC=C2C1=O)=O